[Br-].[N+](=O)([O-])C1=C(C=CC(=C1)[N+](=O)[O-])C1=NC=CC(=C1)C(=O)O (2,4-dinitrophenyl)-4-carboxypyridine bromide